C(=O)C1=CC(=NC=C1C(=O)OC)OC Methyl 4-formyl-6-methoxynicotinate